C(C)(C)(C)OC(=O)N1C(CC(CC1)OC1=CC=NC=C1)(C)C 2,2-dimethyl-4-(pyridin-4-yloxy)piperidine-1-carboxylic acid tert-butyl ester